Ethyl (E)-3-(4-fluoro-3-nitrophenyl)acrylate FC1=C(C=C(C=C1)/C=C/C(=O)OCC)[N+](=O)[O-]